1-(1-methyl-1H-pyrazol-3-yl)-4-((4-nitrophenyl)sulfonyl)piperazine CN1N=C(C=C1)N1CCN(CC1)S(=O)(=O)C1=CC=C(C=C1)[N+](=O)[O-]